1-O-(2-hydroxyethyl) 4-O-[2,5,7,8-tetramethyl-2-(4,8,12-trimethyltridecyl)-3,4-dihydrochromen-6-yl] butanedioate C(CCC(=O)OC=1C(=C2CCC(OC2=C(C1C)C)(CCCC(CCCC(CCCC(C)C)C)C)C)C)(=O)OCCO